C(/C=C\\C(=O)[O-])C(=O)C(=O)[O-] The molecule is an oxo dicarboxylate obtained by removal of a proton from both of the carboxylic acid groups of (Z)-5-oxohex-2-enedioic acid. It derives from a hex-2-enedioate. It is a conjugate base of a (Z)-5-oxohex-2-enedioic acid.